(2-fluoro-6-(2H-1,2,3-triazol-2-yl)phenyl)((1S,4S,6R)-6-((5-(trifluoromethyl)pyrazin-2-yl)amino)-2-azabicyclo[2.2.1]heptan-2-yl)methanone FC1=C(C(=CC=C1)N1N=CC=N1)C(=O)N1[C@@H]2[C@@H](C[C@H](C1)C2)NC2=NC=C(N=C2)C(F)(F)F